FC=1C=C(C=CC1F)[C@@H]1[C@H](C1)C=1C=2N(N=C(C1)C=1C(=NC(=NC1)OC)OC)C(=CN2)F 8-[(1S,2S)-2-(3,4-difluorophenyl)cyclopropyl]-6-(2,4-dimethoxypyrimidin-5-yl)-3-fluoro-imidazo[1,2-b]pyridazine